NC(C(=O)O)(CCCCB(O)O)CCNC1CC2=CC=CC=C2C1 2-amino-6-borono-2-(2-(2,3-dihydro-1H-inden-2-ylamino)ethyl)hexanoic acid